tert-butyl (2S,4S)-2-[({4-[(3-aminopyridin-2-yl)ethynyl]pyridin-3-yl}oxy)methyl]-4-fluoropyrrolidine-1-carboxylate NC=1C(=NC=CC1)C#CC1=C(C=NC=C1)OC[C@H]1N(C[C@H](C1)F)C(=O)OC(C)(C)C